ClC1=NS(C2=C1C=CC=C2)(=O)=O 3-chloro-1,2-benzothiazole-1,1-dioxide